C(#N)C1=CC(=C(COC=2C(=NC=CC2)C2CNC(CN2C(=O)[O-])=O)C=C1)F 6-(((4-cyano-2-fluorobenzyl) oxy) pyridin-2-yl)-3-oxopiperazine-1-carboxylate